4-((3R,4R)-1-((S)-1-((2,2-difluoro-[1,3]dioxolo[4',5':4,5]benzo[1,2-d]thiazol-6-yl)amino)-1-oxopropan-2-yl)-4-fluoropiperidin-3-yl)pyridine 1-oxide FC1(OC=2C(=CC3=C(N=C(S3)NC([C@H](C)N3C[C@H]([C@@H](CC3)F)C3=CC=[N+](C=C3)[O-])=O)C2)O1)F